C[N+]1=CN([C@H]2[C@H](O)[C@H](O)[C@@H](CO)O2)C=2N=C(NC(C12)=S)N 7-methyl-(6-thioguanosine)